CC1(C[C@@H](C(N1)=O)CCCNC(OC(C)(C)C)=O)C tert-butyl (S)-(3-(5,5-dimethyl-2-oxopyrrolidin-3-yl)propyl)carbamate